ClC=1CNN=CC1 4-chloro-2,3-dihydropyridazin